ClC1=C(C=C2C(=NC(N3C2=C1SC[C@H](C3)N3N=NC=C3)=O)O)C(F)(F)F (S)-11-chloro-8-hydroxy-3-(1H-1,2,3-triazol-1-yl)-10-(trifluoromethyl)-3,4-dihydro-[1,4]thiazepino[2,3,4-ij]quinazolin-6(2H)-one